2-chloro-5-{[(4-chloro-1-naphthyl)oxy]methyl}pyrimidine ClC1=NC=C(C=N1)COC1=CC=C(C2=CC=CC=C12)Cl